N1=NC=CC2=C1CN(CC2)C(=O)N 5H,6H,7H,8H-pyrido[3,4-c]pyridazine-7-carboxamide